2-(4-phenylpyridin-3-yl)phenol C1(=CC=CC=C1)C1=C(C=NC=C1)C1=C(C=CC=C1)O